3-(4-((2-bromoethyl)amino)-1-oxoisoindoline-2-yl)piperidine BrCCNC1=C2CN(C(C2=CC=C1)=O)C1CNCCC1